4-(4-amino-3-(4-((5-fluoro-2-methoxybenzamido)methyl)phenyl)-1H-pyrazolo[3,4-d]pyrimidin-1-yl)piperidine NC1=C2C(=NC=N1)N(N=C2C2=CC=C(C=C2)CNC(C2=C(C=CC(=C2)F)OC)=O)C2CCNCC2